2-Amino-N-{1-[8-chloro-5-(1H-pyrazol-3-yl)imidazo[1,5-a]pyridin-6-yl]ethyl}pyrazolo[1,5-a]pyrimidine-3-carboxamide NC1=NN2C(N=CC=C2)=C1C(=O)NC(C)C=1C=C(C=2N(C1C1=NNC=C1)C=NC2)Cl